Promethium(III) oxalate C(C(=O)[O-])(=O)[O-].[Pm+3].C(C(=O)[O-])(=O)[O-].C(C(=O)[O-])(=O)[O-].[Pm+3]